CC1=CC=C(C=C1)/C(=C\C1=CC=C(C=C1)C)/C1=C(C=CC=C1)C1=C(C=CC=C1)P(C1=CC=CC=C1)C1=CC=CC=C1 (E)-(2'-(1,2-bis(4-methylphenyl)vinyl)-[1,1'-biphenyl]-2-yl)diphenylphosphine